C1(=CC=CC=C1)C1(C=CC2=C(O1)C=1C=C(C(=CC1C1=C2C(C2=CC=CC=C21)(C)C)N2CC(CCC2)=COC(NCCOC(C(=C)C)=O)=O)OC)C2=CC=C(C=C2)N2CCOCC2 3-phenyl-3-(4-morpholinophenyl)-6-methoxy-7-(3-(2-methacryloxyethyl)carbamyloxymethylenepiperidin-1-yl)-13,13-dimethyl-3H,13H-indeno[2',3':3,4]naphtho[1,2-b]pyran